2-Ethylcinnamoylguanidin C(C)C1=C(C=CC(=O)NC(=N)N)C=CC=C1